propylen glycol n-butyl ether C(CCC)OCC(C)O